ClC1=C(C=CC(=C1)OCC=1C(=NOC1C1CC1)C1=C(C=C(C=C1Cl)F)Cl)C1(CN(C1)C1=NC=C(C(=O)NCC(=O)O)C=C1F)O (6-(3-(2-chloro-4-((5-cyclopropyl-3-(2,6-dichloro-4-fluorophenyl)isoxazol-4-yl)methoxy)phenyl)-3-hydroxyazetidin-1-yl)-5-fluoronicotinoyl)glycine